NC1=NC(=C(C=2N1C(N(N2)C[C@H]2N(CCNC2)C)=O)C2=CC(=NC(=C2)C)C)C2=CC=CC=C2 5-amino-8-(2,6-dimethyl-4-pyridinyl)-2-[[(2S)-1-methylpiperazin-2-yl]methyl]-7-phenyl-[1,2,4]triazolo[4,3-c]pyrimidin-3-one